CC(CO)C(C)S 2-methyl-3-sulphanylbutan-1-ol